2,2'-(1-((benzyloxy)carbonyl)pyrrolidine-3,4-diyl)diacetic acid C(C1=CC=CC=C1)OC(=O)N1CC(C(C1)CC(=O)O)CC(=O)O